5-cyclopropyl-4-(((7-(1-(3-chloro-5-fluorophenyl)propyl)-7-aza-spiro[3.5]non-2-yl)methoxy)methyl)-2-fluoro-N-(methylsulfonyl)benzamide C1(CC1)C=1C(=CC(=C(C(=O)NS(=O)(=O)C)C1)F)COCC1CC2(C1)CCN(CC2)C(CC)C2=CC(=CC(=C2)F)Cl